(S)-2-(2,6-dioxopiperidin-3-yl)-5-(4-(piperidin-4-ylmethyl)piperazin-1-yl)isoindolin-1,3-dione O=C1NC(CC[C@@H]1N1C(C2=CC=C(C=C2C1=O)N1CCN(CC1)CC1CCNCC1)=O)=O